N1=C(C=CC=C1)C(=O)OC methyl α-picolinate